Ethyl (E)-(4S,5S)-4,5-dimethyl-hept-2,6-dienoate C[C@@H](/C=C/C(=O)OCC)[C@H](C=C)C